tert-Butyl 6-(imidazo[1,5-a]pyridin-1-yl)-2-azaspiro[3.4]oct-6-ene-2-carboxylate C=1(N=CN2C1C=CC=C2)C=2CC1(CN(C1)C(=O)OC(C)(C)C)CC2